C(CCCCCCCCCCC)(=S)OCCCC butyl thiolaurate